OC1=C(C=C(C(=C1C=O)O)C=O)C=O 2,4-dihydroxy-1,3,5-benzenetricarbaldehyde